Perfluorocaproic acid FC(C(=O)O)(C(C(C(C(F)(F)F)(F)F)(F)F)(F)F)F